tert-butyl ((4-(methylthio)-6,7-dihydrothieno[3,2-c]pyridin-2-yl)methyl)carbamate CSC1=NCCC2=C1C=C(S2)CNC(OC(C)(C)C)=O